(R)-(1,3-dimethyl-azetidin-3-yl)-(4-isopropyl-phenyl)-[5-(tetrahydro-furan-2-yl)-pyridin-3-yl]-methanol CN1CC(C1)(C)[C@@](O)(C=1C=NC=C(C1)C1OCCC1)C1=CC=C(C=C1)C(C)C